zirconium (IV) tetra(2-ethylhexanoate) C(C)C(C(=O)[O-])CCCC.C(C)C(C(=O)[O-])CCCC.C(C)C(C(=O)[O-])CCCC.C(C)C(C(=O)[O-])CCCC.[Zr+4]